C(C)OC1=C(C=C(C=C1)/C=C/C(=O)C1=CC=C(OCC(=O)O)C=C1)OC 2-[4-[(E)-3-(4-Ethoxy-3-methoxyphenyl)prop-2-enoyl]phenoxy]acetic acid